CC1(C(N(C2=CC=CC(=C12)C=1C=NC(=C(C(=O)NC2=CC=C(C=C2)F)C1)C)C1=NC=CC=C1)=O)C 5-(3,3-dimethyl-2-oxo-1-(pyridin-2-yl)indolin-4-yl)-N-(4-fluorophenyl)-2-methylnicotinamide